N-(4-(4-amino-7-methyl-5-(3-methyl-4-(tetrahydrofuran-3-yloxy)phenyl)-7H-pyrrolo[2,3-d]pyrimidin-6-yl)phenyl)acrylamide NC=1C2=C(N=CN1)N(C(=C2C2=CC(=C(C=C2)OC2COCC2)C)C2=CC=C(C=C2)NC(C=C)=O)C